ClC1=C(C=CC(=C1)C)N(C=1C=C(C=CC1)S(=O)(=O)N1CCN(CC1)CC1=NC2=C(N1C[C@H]1OCC1)C=C(C=C2)C(=O)O)C 2-[(4-{3-[(2-chloro-4-methylphenyl)(methyl)amino]benzenesulfonyl}piperazin-1-yl)methyl]-1-{[(2S)-oxetan-2-yl]methyl}-1H-1,3-benzodiazole-6-carboxylic acid